C1(CC1)C1=C2CCN(C(C2=CC(=C1)CN1C(=NC=C1)NC)=O)CC1=NN(C(=C1)OC)CC 5-cyclopropyl-2-((1-ethyl-5-methoxy-1H-pyrazol-3-yl)methyl)-7-((2-(methylamino)-1H-imidazol-1-yl)methyl)-3,4-dihydroisoquinolin-1(2H)-one